6,7-dihydro-5H-1,4,2-dioxaazepine O1N=COCCC1